4-[2,6-bis(trideuteromethyl)phenyl]-6-chloro-pyrimidin-2-amine [2H]C(C1=C(C(=CC=C1)C([2H])([2H])[2H])C1=NC(=NC(=C1)Cl)N)([2H])[2H]